tert-butyl 4-(2-bromo-4-chloro-6-methylphenyl)-3,6-dihydropyridine-1(2H)-carboxylate BrC1=C(C(=CC(=C1)Cl)C)C=1CCN(CC1)C(=O)OC(C)(C)C